C(C)(C)(C)OC(=O)N1C[C@]2(CC1)CN(CC2)C2=NC=CC(=N2)NC2=NNC(=C2)C2CC2 |r| (±)-7-[4-[(5-Cyclopropyl-1H-pyrazol-3-yl)amino]pyrimidin-2-yl]-2,7-diazaspiro[4.4]nonane-2-carboxylic acid tert-butyl ester